C(C)OC(=O)C(CCC)CCCC Octane-4-carboxylic acid ethyl ester